3-phenylpropan-1-amine C1(=CC=CC=C1)CCCN